C1NC(CC2=CC=CC=C12)=O isoquinolin-3(1H)-one